C1(CC1)NC(C1=C(C=C(C=C1OC)C1=CN=C2N1C=CC(=C2)OC[C@@H]2CN(CCC2)CCO)OC(F)F)=O N-cyclopropyl-2-(difluoromethoxy)-4-[7-[[(3S)-1-(2-hydroxyethyl)-3-piperidyl]methoxy]imidazo[1,2-a]pyridin-3-yl]-6-methoxy-benzamide